C(C1=CC=CC=C1)(=O)NC1=CC(CC1)F N-benzoyl-3-fluoro-cyclopentenamine